4-(5-methylhexahydropyrrolo[3,4-c]pyrrol-2(1H)-yl)-aniline CN1CC2C(C1)CN(C2)C2=CC=C(N)C=C2